N1=CC(=CC=C1)B(O)O PYRIDINE-3-BORONIC ACID